5-benzyl-3-((imidazo[1,2-a]pyridine-5-carboxamido)methyl)-4,5-dihydroisoxazole-5-carboxylic acid C(C1=CC=CC=C1)C1(CC(=NO1)CNC(=O)C1=CC=CC=2N1C=CN2)C(=O)O